2-(3-bromophenyl)dibenzofuran BrC=1C=C(C=CC1)C1=CC2=C(OC3=C2C=CC=C3)C=C1